1-(4-hydroxy-5-methyl-2-morpholino-8-quinolyl)ethanone OC1=CC(=NC2=C(C=CC(=C12)C)C(C)=O)N1CCOCC1